FC(C(=O)O)(F)F.C1NCC2=CC(=CC=C12)C=1OC=NN1 2-(isoindolin-5-yl)-1,3,4-oxadiazole, trifluoroacetate salt